CC1(OB(OC1(C)C)C1=C(C=CC=C1)CCCCCCNC(OC(C)(C)C)=O)C tert-Butyl N-[6-[2-(4,4,5,5-tetramethyl-1,3,2-dioxaborolan-2-yl)phenyl]hexyl]carbamate